NOCCOCCC(=O)NCC(C)C 3-(2-(aminooxy)ethoxy)-N-isobutylpropionamide